1-((3-Bromo-5,7-dimethyltricyclo[3.3.1.13,7]dec-1-yl)methyl)-1H-pyrazole BrC12CC3(CC(CC(C1)(C3)C)(C2)C)CN2N=CC=C2